FC(C1=NN=C2N1C=C(N=C2)C=2C=CC(=NC2)O)(OC)F 5-[3-[difluoro(methoxy)methyl]-[1,2,4]triazolo[4,3-a]pyrazin-6-yl]pyridin-2-ol